4-(5-methyl-2-((1-methyl-1H-pyrazol-5-yl)amino)pyrimidin-4-yl)-N-(quinolin-8-ylmethyl)oxazole-2-carboxamide CC=1C(=NC(=NC1)NC1=CC=NN1C)C=1N=C(OC1)C(=O)NCC=1C=CC=C2C=CC=NC12